N1C(C1)CCC(=O)OCCOC(CCC1NC1)=O ethylene glycol-bis-[3-(2-aziridinyl) propionate]